N1N=CC2=CC(=CC=C12)C#CC1=NC(=NC=C1)C1=NC(=NC=C1)N1CCN(CC1)C=1SC=CN1 2-(4-(4-((1H-Indazol-5-yl)ethynyl)-[2,4'-bipyrimidin]-2'-yl)piperazin-1-yl)thiazole